C(C)N1C2=CC=CC=C2C=2C=C(C=CC12)[N+]#[C-] 9-ETHYL-3-ISOCYANO-9H-CARBAZOLE